3-chloro-4-((2S)-2-(dimethylamino)-3-(3-(pyrimidin-2-yl)-3-(1-(trifluoromethyl)cyclopropyl)propanamido)propyl)benzamide ClC=1C=C(C(=O)N)C=CC1C[C@@H](CNC(CC(C1(CC1)C(F)(F)F)C1=NC=CC=N1)=O)N(C)C